6-oxo-1-((pyridin-4-yl)methyl)-1,6-dihydropyrimidine-4-carboxamide O=C1C=C(N=CN1CC1=CC=NC=C1)C(=O)N